N1=C(C=CC=2N=C3COCC4(N3C21)CCC2=CC=CC=C24)C=2C=NC(=NC2)N2C[C@@H]4N(CC2)C(NC4)=O (8aR)-7-(5-(2,3,6',8'-tetrahydrospiro[indene-1,9'-pyrido[3',2':4,5]imidazo[2,1-c][1,4]oxazin]-2'-yl)pyrimidin-2-yl)hexahydroimidazo[1,5-a]pyrazin-3(2H)-one